N1(CCC1)C1CN(CC1)C=1C=CC=C2C=NC(=NC12)NC1CCN(CC1)S(=O)(=O)C 8-(3-(azetidin-1-yl)pyrrolidin-1-yl)-N-(1-(methylsulfonyl)piperidin-4-yl)quinazolin-2-amine